COC=1C=C(C=CC1OC)C=1SC=C(N1)CN1CCN(CC1)C1=NC(NC(=C1)C)N(C)C 4-(4-{[2-(3,4-dimethoxyphenyl)-1,3-thiazol-4-yl]methyl}piperazin-1-yl)-N,N,6-trimethyl-1,2-dihydropyrimidin-2-amine